ethylene glycol monoisooctyl ether phosphate sodium salt [Na+].P(=O)(OCCOCCCCCC(C)C)([O-])[O-].[Na+]